CC(=O)N[C@@H]1[C@H]([C@H]2[C@@H](COC(O2)C3=CC=CC=C3)O[C@@H]1OC)O methyl 2-acetamido-4,6-O-benzylidene-2-deoxy-α-D-glucopyranoside